C1(CCC1)CNCC=1NC2=CC(=CC=C2C1)CN1C=NC(=C1)C1=C2C=NNC2=CC=C1 N-(cyclobutylmethyl)-1-[6-[[4-(1H-indazol-4-yl)imidazol-1-yl]methyl]-1H-indol-2-yl]methylamine